P(O)(=O)(OP(=O)(O)O)OC[C@@H]1[C@H]([C@H]([C@@H](O1)N1C(=O)NC(=O)C=C1)O)O Uridine Diphosphate